N-[(5-fluoro-3-methyl-2-pyridyl)methyl]-1-phenyl-methanamine FC=1C=C(C(=NC1)CNCC1=CC=CC=C1)C